FC(CN1C(=NC=2C1=NC(=CC2)C2=CNC=1N=C(N=CC12)NC1CCC(CC1)OCCO)C)F 2-(((1r,4r)-4-((5-(3-(2,2-difluoroethyl)-2-methyl-3H-imidazo[4,5-b]pyridin-5-yl)-7H-pyrrolo[2,3-d]pyrimidin-2-yl)amino)cyclohexyl)oxy)ethan-1-ol